(S)-7-(4-(2-(2-(2-hydroxyphenyl)-6a,7,9,10-tetrahydro-5H-pyrazino[1',2':4,5]pyrazino[2,3-c]pyridazin-8(6H)-yl)pyrimidin-5-yl)piperidin-1-yl)spiro[3.5]nonane-2-carboxylic acid OC1=C(C=CC=C1)C=1C=C2C(=NN1)NC[C@@H]1N2CCN(C1)C1=NC=C(C=N1)C1CCN(CC1)C1CCC2(CC(C2)C(=O)O)CC1